CC1=CNC=2N=CN=C(C21)C=O (5-methyl-7H-pyrrolo[2,3-d]pyrimidin-4-yl)methanone